C(CCCCCCC)(=O)OCC(COC(CCCCCCC)=O)=O 2-oxopropane-1,3-diyl Dioctanoate